BrC=1C=C(OCC2CN(C2)C(=O)OCC2=CC=CC=C2)C=CC1 benzyl 3-[(3-bromophenoxy)methyl]azetidine-1-carboxylate